CN1N=NC=C1C=1C=C(C=NC1N1CCOCC1)N1N=C(C=CC1=O)C(=O)OC methyl 1-[5-(1-methyl-1H-1,2,3-triazol-5-yl)-6-morpholino-3-pyridyl]-6-oxo-1,6-dihydro-3-pyridazinecarboxylate